tert-butyl (3R)-3-(7-chloro-2-(2-methylisonicotinamido)-6-((2-oxopyrrolidin-3-yl)oxy)-1H-benzo[d]imidazol-1-yl)azepane-1-carboxylate ClC1=C(C=CC2=C1N(C(=N2)NC(C2=CC(=NC=C2)C)=O)[C@H]2CN(CCCC2)C(=O)OC(C)(C)C)OC2C(NCC2)=O